BrC1=CC=NC(=C1)C(C)=O 4-bromo-6-acetylpyridine